CC1([C@](C1)(C1=CC=CC=C1)CNS(=O)(=O)C1=CC=C(C=C1)OC(F)(F)F)C (R)-N-((2,2-dimethyl-1-phenylcyclopropyl)methyl)-4-(trifluoromethoxy)benzenesulfonamide